N-Methyl-N-(piperidin-4-yl)-5-[5-(1H-pyrazol-4-yl)imidazo[1,2-a]pyrazin-8-yl][1,3]thiazolo[5,4-d][1,3]thiazol-2-amin CN(C=1SC=2N=C(SC2N1)C=1C=2N(C(=CN1)C=1C=NNC1)C=CN2)C2CCNCC2